S(=O)(=O)(O)O.C(CCCCCCCCCCC)[Na] dodecyl-sodium sulfate salt